O=C1C(=CC=2C(=NC=CN2)N1C1CCCC2=CC=CC=C12)C1CCN(CC1)C(=O)OC(C)(C)C tert-butyl 4-(6-oxo-5-(1,2,3,4-tetrahydronaphthalen-1-yl)-5,6-dihydropyrido[2,3-b]pyrazin-7-yl)piperidine-1-carboxylate